trans-4-(2-amino-3,5-dibromophenylmethylamino)cyclohexanol hydrochloride Cl.NC1=C(C=C(C=C1Br)Br)CN[C@@H]1CC[C@H](CC1)O